(R)-1-(4-chlorobenzyl)-3-(4-((5-methyl-2-oxopiperazin-1-yl)methyl)phenyl)urea ClC1=CC=C(CNC(=O)NC2=CC=C(C=C2)CN2C(CN[C@@H](C2)C)=O)C=C1